BrC=1C(=C(C(=C(C(=O)NOCC(CO)O)C1)NC1=C(C=C(C=C1)I)F)F)F bromo-N-(2,3-dihydroxypropoxy)-3,4-difluoro-2-(2-fluoro-4-iodoanilino)benzamide